The molecule is an acyl-CoA(4-) obtained by deprotonation of the phosphate and diphosphate groups of oscr#24-CoA; major species at pH 7.3. It is a conjugate base of an oscr#24-CoA. C[C@H]1[C@@H](C[C@H]([C@@H](O1)OCCCCCCCCCCCCCC(=O)SCCNC(=O)CCNC(=O)[C@@H](C(C)(C)COP(=O)([O-])OP(=O)([O-])OC[C@@H]2[C@H]([C@H]([C@@H](O2)N3C=NC4=C(N=CN=C43)N)O)OP(=O)([O-])[O-])O)O)O